ClC1=C(C=C2C=C(N=CC2=C1)NC(=O)[C@@H]1[C@H]([C@H]1C1=NN(C=C1)C)CC)N1CCN(CC1)[C@]1(COC[C@H]1O)C (1R,2S,3R)-N-[7-chloro-6-[4-((3S,4S)-4-hydroxy-3-methyl-tetrahydrofuran-3-yl)piperazin-1-yl]-3-isoquinolyl]-2-ethyl-3-(1-methylpyrazol-3-yl)cyclopropanecarboxamide